2-(2-methyl-5-nitro-1H-imidazol-1-yl)ethyl-2-(2-(4-((4-chlorophenyl) (phenyl)methyl)piperazin-1-yl)ethoxy)acetate CC=1N(C(=CN1)[N+](=O)[O-])CCOC(COCCN1CCN(CC1)C(C1=CC=CC=C1)C1=CC=C(C=C1)Cl)=O